5-phenyl-1H-1,2,4-triazole-3-thiol C1(=CC=CC=C1)C1=NC(=NN1)S